(S)-7-((2-methoxyethoxy)methyl)-1,4-oxaazepane trifluoroacetate salt FC(C(=O)O)(F)F.COCCOC[C@@H]1CCNCCO1